FC=1C=C(C=C(C1CNCC1NC(CC1)=O)OC)C=1C=C(C=CC1)C=1C([C@@H](C=CC1)NC(=O)C1=CN=CN(C1=O)C)(C)C (R)-N-(3''-fluoro-5''-methoxy-2,2-dimethyl-4''-((((5-oxopyrrolidin-2-yl)methyl)amino)methyl)-[1,1':3',1''-terphenyl]-3-yl)-1-methyl-6-oxo-1,6-dihydropyrimidine-5-carboxamide